Cl.C(C)OC1=NC(=NC=C1C(=O)NC=1C=C(C=2N(C1)C=C(N2)C)F)N2C[C@@H](CC2)NC |o1:26| rel-4-ethoxy-N-{8-fluoro-2-methylimidazo[1,2-a]pyridin-6-yl}-2-[(3R)-3-(methylamino)pyrrolidin-1-yl]pyrimidine-5-carboxamide hydrochloride